copper piperidate N1(CCCCC1)C(=O)[O-].[Cu+2].N1(CCCCC1)C(=O)[O-]